5-(2-((S)-1-(3,4-difluorophenyl)-6-oxopiperidine-2-yl)-1-((trans)-4-methoxycyclohexyl)-1H-benzo[d]imidazole-5-yl)-1-methylpyridine-2(1H)-one FC=1C=C(C=CC1F)N1[C@@H](CCCC1=O)C1=NC2=C(N1[C@@H]1CC[C@H](CC1)OC)C=CC(=C2)C=2C=CC(N(C2)C)=O